2,2-Dimethylglutarate CC(C(=O)[O-])(CCC(=O)[O-])C